CCCCCCCC/C=C\\CCCCCCCC(=O)OC[C@H](COP(=O)([O-])[O-])OC(=O)CCCCCCC/C=C\\C/C=C\\CCCCC The molecule is a 1,2-diacyl-sn-glycerol 3-phosphate(2-) obtained by deprotonation of the phosphate OH groups of 1-oleoyl-2-linoleoyl-sn-glycero-3-phosphate. It is a 1,2-diacyl-sn-glycerol 3-phosphate(2-) and a 1-oleoyl-2-acyl-sn-glycero-3-phosphate(2-). It is a conjugate base of a 1-oleoyl-2-linoleoyl-sn-glycero-3-phosphate.